C(CCCCC(C)C)C=1C=C(SC1)C1=C2C(SC=C2)=C(C2=C1SC=C2)C=2SC=C(C2)CCCCCC(C)C 4,8-bis(4-isooctyl-2-thienyl)benzo[1,2-b:4,5-b']dithiophene